N-((3S,4R)-3-fluoro-1-(oxetan-3-yl)piperidin-4-yl)-4-(methoxy-d3)-5-(1-(2,2,2-trifluoroethyl)-1H-benzo[d][1,2,3]triazol-6-yl)pyrrolo[2,1-f][1,2,4]triazin-2-amine F[C@H]1CN(CC[C@H]1NC1=NN2C(C(=N1)OC([2H])([2H])[2H])=C(C=C2)C=2C=CC1=C(N(N=N1)CC(F)(F)F)C2)C2COC2